BrCCCCCC(=O)OCCCCCCCC\C=C/CCCCCCCC (Z)-octadec-9-en-1-yl 6-bromohexanoate